(E)-3-((cyclopropylmethyl)amino)-N-((1,2,3,5,6,7-hexahydro-s-indacen-4-yl)carbamoyl)-3-methylbut-1-ene-1-sulfonamide C1(CC1)CNC(/C=C/S(=O)(=O)NC(NC1=C2CCCC2=CC=2CCCC12)=O)(C)C